3-((R)-1-hydroxy-2-(3-(pyridin-2-yl)benzamido)ethyl)-7-(methoxymethoxy)-3,4-dihydroisoquinoline O[C@H](CNC(C1=CC(=CC=C1)C1=NC=CC=C1)=O)C1N=CC2=CC(=CC=C2C1)OCOC